6-Amino-3-bromo-2-fluoro-N-methyl-N-[(1-methylpyrazol-4-yl)methyl]benzamide NC1=CC=C(C(=C1C(=O)N(CC=1C=NN(C1)C)C)F)Br